N6-(2-aminoethyl)-N4-[(1-benzylpiperidin-4-yl)methyl]-1-methyl-1H-pyrazolo[3,4-d]pyrimidine-4,6-diamine NCCNC1=NC(=C2C(=N1)N(N=C2)C)NCC2CCN(CC2)CC2=CC=CC=C2